dimethyl 5-amino-2,4,6-triiodo-1,3-benzenedicarboxylate NC=1C(=C(C(=C(C1I)C(=O)OC)I)C(=O)OC)I